ClC1=C(C(=CC=2NC(=NC21)C(O)C2=CC=C(C=C2)S(=O)(=O)CC)Cl)C2=C(C=CC=C2)OC (4,6-dichloro-5-(2-methoxyphenyl)-1H-benzo[d]imidazol-2-yl)(4-(ethylsulfonyl)phenyl)methanol